5-(1-(3,3-difluorocyclobutyl)-1H-benzo[d][1,2,3]triazol-6-yl)-N-((3S,4R)-3-fluoro-1-(oxetan-3-yl)piperidin-4-yl)-4-methoxypyrrolo[2,1-f][1,2,4]triazin-2-amine FC1(CC(C1)N1N=NC2=C1C=C(C=C2)C=2C=CN1N=C(N=C(C12)OC)N[C@H]1[C@H](CN(CC1)C1COC1)F)F